2-((2R,5R)-2-((3,3-dimethylmorpholino)methyl)-5-methylpiperazin-1-yl)-1-((S)-7-(4-fluorobenzyl)-6-(hydroxymethyl)-2-methyl-2,3-dihydro-1H-pyrido[2,3-b][1,4]oxazin-1-yl)ethan-1-one CC1(COCCN1C[C@@H]1N(C[C@H](NC1)C)CC(=O)N1C2=C(OC[C@@H]1C)N=C(C(=C2)CC2=CC=C(C=C2)F)CO)C